3-(6-(((1s,4s)-4-(aminomethyl)cyclohexyl)amino)-1-methyl-1H-indazol-3-yl)piperidine-2,6-dione hydrochloride Cl.NCC1CCC(CC1)NC1=CC=C2C(=NN(C2=C1)C)C1C(NC(CC1)=O)=O